[Na].C1(CCC2=CC=CC=C12)NC(C=CC1=CC=C2C=NNC2=C1)=O N-(2,3-dihydro-1H-inden-1-yl)-3-(1H-indazol-6-yl)acrylamide sodium